3,4,5-trihydroxy-6-(hydroxymethyl)oxan-2-yl dodecanoate C(CCCCCCCCCCC)(=O)OC1OC(C(C(C1O)O)O)CO